COC1=C(C=O)C(=CC=C1)OC 2,6-Dimethoxybenzaldehyde